CN(C1(CCNCC1)C)C 4-(dimethylamino)-4-methylpiperidin